2-bromo-4-fluoro-1-(2-methoxyethoxy)benzene BrC1=C(C=CC(=C1)F)OCCOC